C(C=C)(=O)N1CC2(C1)CCN(CC2)C([C@@H](CC=C(Cl)Cl)C2=CC=C(C=C2)C(F)(F)F)=O (S)-1-(2-acryloyl-2,7-diazaspiro[3.5]nonan-7-yl)-5,5-dichloro-2-(4-(trifluoromethyl)phenyl)pent-4-en-1-one